(3'S,5S)-1'-(2-chloro-4-fluorophenyl)-2-(2-ethoxypyridin-3-yl)-3'-ethyl-7-[[(2R)-pyrrolidin-2-yl]methyl]spiro[6,8-dihydro-1,7-naphthyridine-5,4'-piperidine] ClC1=C(C=CC(=C1)F)N1C[C@H]([C@@]2(CC1)C=1C=CC(=NC1CN(C2)C[C@@H]2NCCC2)C=2C(=NC=CC2)OCC)CC